4-(2-benzyloxy-4-methylsulfonyl-phenyl)-N-[(3R)-1-cyclopropyl-3-piperidyl]phthalazin-1-amine C(C1=CC=CC=C1)OC1=C(C=CC(=C1)S(=O)(=O)C)C1=NN=C(C2=CC=CC=C12)N[C@H]1CN(CCC1)C1CC1